F[P-](F)(F)(F)(F)F.C(CCCCC)C1=CC=C(C=C1)[I+]C1=CC=CC=C1 (4-hexylphenyl)phenyliodonium hexafluorophosphate